ClC=1C(=NC=CC1)C(=O)NC1(C[C@@H]2[C@@H](CN(C2)C2=NC=C(C=C2)C=2C=3N(C=C(C2)OCC)N=CC3C#N)C1)C 3-chloro-N-((3aR,5s,6aS)-2-(5-(3-cyano-6-ethoxypyrazolo[1,5-a]pyridin-4-yl)pyridin-2-yl)-5-methyloctahydrocyclopenta[c]pyrrol-5-yl)picolinamide